FC=1C(=C(C(=O)O)C=CC1F)NC1=C(C=C(C=C1)I)C 3,4-difluoro-2-(4-iodo-2-methylanilino)Benzoic acid